C1(=CC=CC=C1)C=1C(=C(N(C1)C)C)C(=O)N(CC1=C(C(=CC=C1)OC)C)C=1C=C2C=NNC2=CC1 phenyl-N-(1H-indazol-5-yl)-N-(3-methoxy-2-methylbenzyl)-1,2-dimethyl-1H-pyrrole-3-carboxamide